trans-tert-butyl 4-[1-(3-chlorophenyl)-7-methoxy-2,4-dioxo-pyrimido[5,4-c]quinolin-3-yl]cyclohexanecarboxylate ClC=1C=C(C=CC1)N1C(N(C(C=2C=NC=3C(=CC=CC3C21)OC)=O)[C@@H]2CC[C@H](CC2)C(=O)OC(C)(C)C)=O